CNCC1=CC=C(C=C1)N1N=C(C=C1C)C(F)(F)F N-methyl-1-(4-(5-methyl-3-(trifluoromethyl)-1H-pyrazol-1-yl)phenyl)methanamine